COC1=NC=CC(=C1)C1=C(C(=CC=C1)C(F)(F)F)NC(=O)N=[S@](=O)(N)C=1C=NN2C1OCC(C2)(C)C (R)-N'-((2-(2-methoxypyridin-4-yl)-6-(trifluoromethyl)phenyl)carbamoyl)-6,6-dimethyl-6,7-dihydro-5H-pyrazolo[5,1-b][1,3]oxazine-3-sulfonimidamide